3-methylisoquinoline-5-carboxylic acid benzyl ester C(C1=CC=CC=C1)OC(=O)C=1C=2C=C(N=CC2C=CC1)C